ClC1=CC2=C(NC(C3=C(N2CCCCNC/C=C/C(=O)OCC)C=CC=C3)=O)C=C1 Ethyl (E)-4-{[4-(7-chloro-11-oxo-10,11-dihydro-5H-dibenzo[b,e][1,4]diazepin-5-yl)butyl]amino}but-2-enoate